2-Hydroxy-3-(prop-2-enoyloxy)propyl-2-methyl-2-propylhexanoat OC(COC(C(CCCC)(CCC)C)=O)COC(C=C)=O